FC(C1=CC=2C(=NN(N2)C2=C(C(=CC(=C2)C(C)(C)C)C(C)(C)C2=CC=CC=C2)O)C=C1)(F)F 5-trifluoromethyl-2-(2-hydroxy-3-α-cumyl-5-t-butylphenyl)-2H-benzotriazole